6-amino-5-(4-fluoro-3-methoxyphenyl)pyrimidin NC1=C(C=NC=N1)C1=CC(=C(C=C1)F)OC